FC(C(C)(C)O)(F)C1=CC=C(C=C1)N1CC=2C(=NC=CC2C1=O)C1=C(C=NC=C1)OCC(F)(F)F 2-[4-(1,1-difluoro-2-hydroxy-2-methylpropyl)phenyl]-4-[3-(2,2,2-trifluoroethoxy)pyridin-4-yl]-2,3-dihydro-1H-pyrrolo[3,4-c]pyridin-1-one